C(C)C1=C(N=C2N1C=C(C(=C2)OC)C2=NN=NN2)C(O)(C=2SC=CN2)C2=CC=CC=C2 [3-ethyl-7-methoxy-6-(1H-1,2,3,4-tetrazol-5-yl)imidazo[1,2-a]pyridin-2-yl](phenyl)[1,3-thiazol-2-yl]methanol